ClC=1C=C(OC2C(C(C2(C)C)NC(C2=CC(=C(C=C2)N2CCC(CC2)CO)F)=O)(C)C)C=CC1C#N N-((1r,3r)-3-(3-chloro-4-cyanophenoxy)-2,2,4,4-tetramethylcyclobutyl)-3-fluoro-4-(4-(hydroxymethyl)piperidin-1-yl)benzamide